tert-butyl (3S,4R)-4-(4-(3-(2,6-bis(benzyloxy)pyridin-3-yl)-1-methyl-1H-indazol-6-yl)piperazine-1-carbonyl)-3-methylpiperidine-1-carboxylate C(C1=CC=CC=C1)OC1=NC(=CC=C1C1=NN(C2=CC(=CC=C12)N1CCN(CC1)C(=O)[C@H]1[C@@H](CN(CC1)C(=O)OC(C)(C)C)C)C)OCC1=CC=CC=C1